COC1=C(C=O)C=C(C=C1)N1N=NN=C1C(F)(F)F 2-methoxy-5-(5-trifluoromethyl-1H-tetrazol-1-yl)-benzaldehyde